C(#N)C1=CC=C(C=C1)C1CCN(CC1)C(=O)C=1C(=CC(=C(C1)C1=NC2=C(CN(CC2)C(=O)N(C)C)N1)C)C 2-(5-(4-(4-cyanophenyl)piperidine-1-carbonyl)-2,4-dimethylphenyl)-N,N-dimethyl-6,7-dihydro-3H-imidazo[4,5-c]pyridine-5(4H)-carboxamide